C(C)(C)(C)OC(=O)NCCC(=O)O 3-((tert-butoxycarbonyl)-amino)propanoic acid